C(C1=CC=CC=C1)OC(=O)NC=1N=C2N(C=C(N=C2CNC(OC(C)(C)C)=O)C)C1 tert-butyl N-[[2-(benzyloxycarbonylamino)-6-methyl-imidazo[1,2-a]pyrazin-8-yl]methyl]carbamate